ClC1=C2C(=NC=C1C1=C(C(=CC=C1)C1=NC=CC(=C1C)CC#N)F)NC[C@@]21C[C@@](CC1)(C(=O)N)C (1S,3R)-4'-Chloro-5'-(3-(4-(cyanomethyl)-3-methylpyridin-2-yl)-2-fluorophenyl)-3-methyl-1',2'-dihydrospiro[cyclopentane-1,3'-pyrrolo[2,3-b]pyridine]-3-carboxamide